3-(Piperidin-4-yloxy)pyridazine hydrochloride Cl.N1CCC(CC1)OC=1N=NC=CC1